OC1=CC2=C(C=C(O2)C(=O)NC)C=C1 6-hydroxy-N-methylbenzofuran-2-carboxamide